ClC1=CC=C2C(C(=C(OC2=C1)C1=C(C=CC(=C1)F)F)C(=O)OC(C)(C)C)=O t-butyl 7-chloro-2-(2,5-difluorophenyl)-4-oxo-4H-chromene-3-carboxylate